NC[C@H]1C(N[C@H](C(NCCN([C@H](C(N([C@H](C(N[C@H](C(N1)=O)C1CCCCC1)=O)CC(C)C)C)=O)CCCC)CCC1CCCC1)=O)[C@H](C)O)=O (3S,6S,9S,12S,15S)-6-(aminomethyl)-15-butyl-9-cyclohexyl-16-(2-cyclopentylethyl)-3-((S)-1-hydroxyethyl)-12-isobutyl-13-methyl-1,4,7,10,13,16-hexaazacyclooctadecane-2,5,8,11,14-pentaone